N-cyclobutyl-2-(6-(2-ethyl-5-fluoro-4-hydroxyphenyl)-1H-indazol-3-yl)-4,6-dihydropyrrolo[3,4-d]imidazol-5(1H)-carboxamide C1(CCC1)NC(=O)N1CC=2NC(=NC2C1)C1=NNC2=CC(=CC=C12)C1=C(C=C(C(=C1)F)O)CC